N1(CCNCC1)C1=NC=CC(=N1)NC1=CC=C(C=C1)C=1C=NC=CC1 2-(piperazin-1-yl)-N-(4-(pyridin-3-yl)phenyl)pyrimidin-4-amine